1,2-di-O-hexyldecyl-racemic-glycerol C(CCCCC)OC(C(OCCCCCC)CO)CCCCCCCCCC